2-(5-chloro-2-(1-trityl-1H-tetrazol-5-yl)phenyl)acetic acid ClC=1C=CC(=C(C1)CC(=O)O)C1=NN=NN1C(C1=CC=CC=C1)(C1=CC=CC=C1)C1=CC=CC=C1